1-(1H-imidazol-4-ylmethyl)-1H-thieno[3,4-b]pyrrol-2(3H)-one N1C=NC(=C1)CN1C=2C(CC1=O)=CSC2